NC1=CC=C(C=2C(C3=CC=CC=C3C(C12)=O)=O)N 1,4-diamino-9,10-anthracenedione